FC1=CC=C(C=C1)C(=CC(=O)OCC)N ethyl 3-(4-fluorophenyl)-3-aminoacrylate